N-[[4-(5-amino-4-cyano-1-cyclopentyl-pyrazol-3-yl)-2,6-difluoro-phenyl]methyl]-2-methoxy-benzamide NC1=C(C(=NN1C1CCCC1)C1=CC(=C(C(=C1)F)CNC(C1=C(C=CC=C1)OC)=O)F)C#N